4-(n-butyl)-4-azatricyclo[5.2.1.02,6]-8-decen-3-one C(CCC)N1C(C2C3C=CC(C2C1)C3)=O